PHYTOSPhINGOSINE OC[C@H](N)[C@H](O)[C@H](O)CCCCCCCCCCCCCC